NC=1C(=NC=C(N1)N1CCC(CC1)(C)CN)SC1=C2C(=NC=C1)NC(C2(F)F)=O 4-((3-amino-5-(4-(aminomethyl)-4-methylpiperidin-1-yl)pyrazin-2-yl)thio)-3,3-difluoro-1H-pyrrolo[2,3-b]pyridin-2(3H)-one